[N-](S(=O)(=O)C(F)(F)F)S(=O)(=O)C(F)(F)F.C(=C)N1CN(C=C1)CCCC 1-vinyl-3-butylimidazole bisTrifluoromethanesulfonimide salt